4-(4-((1R,5S)-3,8-diazabicyclo[3.2.1]oct-3-yl)-8-fluoro-2-(methylthio)-5-(propynyl)pyrido[4,3-d]pyrimidin-7-yl)-6-fluoro-5-((triisopropylsilyl)ethynyl)naphthalene [C@H]12CN(C[C@H](CC1)N2)C=2C1=C(N=C(N2)SC)C(=C(N=C1C#CC)C1=CC=CC2=CC=C(C(=C12)C#C[Si](C(C)C)(C(C)C)C(C)C)F)F